C1(=CC=CC=C1)C=1C(=NC=CC1)C1=C(C=CC=C1)C(C([2H])([2H])[2H])([2H])[2H] phenyl((ethyl-d5)phenyl)pyridine